FC1([C@@H](C1)C(=O)NC1=NC=C2C=C(C(N(C2=C1)C)=O)C=1C=NC(=CC1C)[C@H](CC=C)O)F (S)-2,2-difluoro-N-(3-(6-((S)-1-hydroxybut-3-en-1-yl)-4-methylpyridin-3-yl)-1-methyl-2-oxo-1,2-dihydro-1,6-naphthyridin-7-yl)cyclopropane-1-carboxamide